hexanediol bis[beta-(3,5-di-tert-butyl-4-hydroxyphenyl) propionate] C(C)(C)(C)C=1C=C(C=C(C1O)C(C)(C)C)CCC(=O)OC(CCCCC)OC(CCC1=CC(=C(C(=C1)C(C)(C)C)O)C(C)(C)C)=O